C1=CC=CC=2C3=CC=CC=C3C(C12)COC(=O)N[C@@H](COCCN1CCOCC1)C(=O)O N-(((9H-fluoren-9-yl)methoxy)carbonyl)-O-(2-morpholinoethyl)-L-serine